C(C)(C)(C)OC(=O)N1CCN(CCC1)CCCC(NC1=NC=CC(=C1)Br)=O 4-{3-[(4-bromopyridin-2-yl)carbamoyl]Propyl}-1,4-diazacycloheptane-1-carboxylic acid tert-butyl ester